2-(4-chloromethyl-5-methyl-isoxazol-3-yl)-ethylamine ClCC=1C(=NOC1C)CCN